C(=O)NC1=NC(NC=C1)=O N4-formylcytosine